Cl.FC=1C(=NC(=NC1)NC=1C=CC(=NC1)C(=O)NO)C=1C=C(C2=C(N(C(=N2)C)C(C)C)C1)F 5-((5-fluoro-4-(4-fluoro-1-isopropyl-2-methyl-1H-benzo[d]imidazol-6-yl)pyrimidin-2-yl)amino)-N-hydroxypyridineamide hydrochloride